ClC1=NN(C=2C=C(C3=C(C12)C(N[C@H]3C3=C(C=CC(=C3)F)Cl)=O)NC(C3=CC(=CC(=C3)C(F)(F)F)F)=O)CC(F)F (R)-N-(1-chloro-6-(2-chloro-5-fluorophenyl)-3-(2,2-difluoroethyl)-8-oxo-3,6,7,8-tetrahydropyrrolo[3,4-e]indazol-5-yl)-3-fluoro-5-(trifluoromethyl)benzamide